FCCN(CCN1C=C(C2=CC=C(C=C12)C=1C(=NNC1)Cl)C(=O)[C@@H]1COC2=CC=C(C=C2C1)OC)CCF (S)-(1-(2-(bis(2-fluoroethyl)amino)ethyl)-6-(3-chloro-1H-pyrazol-4-yl)-1H-indol-3-yl)(6-methoxychroman-3-yl)methanone